2-(6-chloro-7-((4-isopropyl-6-oxo-1,6-dihydropyridazin-3-yl)oxy)-2,3-dihydro-1H-inden-4-yl)-3,5-dioxo-2,3,4,5-tetrahydro-1,2,4-triazine-6-carbonitrile ClC1=CC(=C2CCCC2=C1OC1=NNC(C=C1C(C)C)=O)N1N=C(C(NC1=O)=O)C#N